2-(4'-diethylamino-2'-hydroxybenzoyl)benzoic acid hexyl ester C(CCCCC)OC(C1=C(C=CC=C1)C(C1=C(C=C(C=C1)N(CC)CC)O)=O)=O